ClC1=CC=C(C(=O)C=2/C(/C(N3C2NCC3)(C3=CC=CC=C3)O)=C/3\C(OC2=CC=CC=C2C3=O)=O)C=C1 (E)-3-(7-(4-chlorobenzoyl)-5-hydroxy-5-phenyl-2,3-dihydro-1H-pyrrolo[1,2-a]imidazole-6(5H)-ylidene)chroman-2,4-dione